(4-{3-[(4-Bromophenyl)oxy]-2-hydroxypropyl}piperazin-1-yl)-3-phenylbutan-2-ol BrC1=CC=C(C=C1)OCC(CN1CCN(CC1)CC(C(C)C1=CC=CC=C1)O)O